C12CN(CC(CC1)N2)C=2C=1N(N=CC2)C=C(C1)C1CC1 4-(3,8-diazabicyclo[3.2.1]octan-3-yl)-6-cyclopropylpyrrolo[1,2-b]pyridazine